C(C=CCCCCCCCCCCCCC)=O (9Z)-hexadecenal